1-(2-morpholinoethyl)-1H-pyrazol-3-amine O1CCN(CC1)CCN1N=C(C=C1)N